7-hydroxy-8-methylacenaphthylen-1(2H)-one OC=1C=C2C=CC=C3CC(C(C1C)=C32)=O